N-(5-(hydroxymethyl)-1-(4-(trifluoromethyl)phenyl)-1,2,3,4-tetrahydroquinolin-3-yl)acrylamide OCC1=C2CC(CN(C2=CC=C1)C1=CC=C(C=C1)C(F)(F)F)NC(C=C)=O